2-amino-5-bromo-3-methoxybenzonitrile NC1=C(C#N)C=C(C=C1OC)Br